[5-(1-[(2E)-2-(aminomethyl)-3-fluoroprop-2-en-1-yl]-5-oxo-1,5-dihydro-4H-1,2,4-triazol-4-ylmethyl)thiophen-2-yl]-1,3-dihydro-2H-indol-2-one hydrochloride Cl.NC/C(/CN1N=CN(C1=O)CC1=CC=C(S1)N1C(CC2=CC=CC=C12)=O)=C\F